P(=O)(OC1=C(C=C(C=C1)C(C)(C)C)C(C)(C)C)(OC1=CC=CC=C1)OC1=CC=CC=C1 (2,4'-di-t-butylphenyl) diphenyl phosphate